(R)-3-(4-methoxyphenyl)-3-hydroxy-N,N-dimethylpropionamide COC1=CC=C(C=C1)[C@@H](CC(=O)N(C)C)O